4-methoxyphenyl (1R,4R)-5-(4-hydroxyphenyl)-6-(4-(1-methyl-1H-pyrazol-4-yl) phenyl)-7-oxabicyclo[2.2.1]hept-5-ene-2-sulfonate OC1=CC=C(C=C1)C=1[C@H]2CC([C@@H](C1C1=CC=C(C=C1)C=1C=NN(C1)C)O2)S(=O)(=O)OC2=CC=C(C=C2)OC